ClC1=C(C=C(OCC(=O)NC23CC(C2)(C3)NC3=NC=2N(C=C3)N=CC2C)C=C1)F 2-(4-chloro-3-fluorophenoxy)-N-{3-[(3-methylpyrazolo[1,5-a]pyrimidin-5-yl)amino]bicyclo[1.1.1]pent-1-yl}acetamide